C1(=C(C=CC=C1)C#CC1=NNC2=CC=C(C=C12)C(=O)N1CC(CC1)N1CCC(CC1)C(=O)N(C)C)C1=CC=CC=C1 1-(1-(3-([1,1'-Biphenyl]-2-ylethynyl)-1H-indazole-5-carbonyl)pyrrolidin-3-yl)-N,N-dimethylpiperidine-4-carboxamide